NC1=C(SC2=NC(=CC=C21)C)C(=O)N[C@H]2COC1=CC(=CC(=C1C2)Cl)N2CCNCC2 (R)-3-amino-N-(5-chloro-7-(piperazin-1-yl)chroman-3-yl)-6-methylthieno[2,3-b]pyridine-2-carboxamide